ethyl-cyclohexane C(C)C1CCCCC1